1-(Pyridin-3-yl)-3-(7-((pyridin-3-ylmethyl)amino)quinazolin-2-yl)urea N1=CC(=CC=C1)NC(=O)NC1=NC2=CC(=CC=C2C=N1)NCC=1C=NC=CC1